8-methoxykaempferol COC1=C(C=C(C=2C(C(=C(OC12)C1=CC=C(O)C=C1)O)=O)O)O